6-(benzyloxy)-1-[(E)-2-{5-[(6-chloropyridin-3-yl)methoxy]-4-methoxy-2-methylphenyl}ethenyl]-7-methoxy-1,2,3,4-tetrahydroisoquinoline C(C1=CC=CC=C1)OC=1C=C2CCNC(C2=CC1OC)\C=C\C1=C(C=C(C(=C1)OCC=1C=NC(=CC1)Cl)OC)C